CC=1C(=NC=C(C1)C=1C=C2CC(NC2=CC1)=O)NC(C)=O N-(3-methyl-5-(2-oxoindolin-5-yl)pyridin-2-yl)acetamide